1-isopropyl-1H-indole C(C)(C)N1C=CC2=CC=CC=C12